(1-(2-bromopropyl)-8-(4-hydroxy-1,2-dimethyl-6-(trifluoromethyl)-1H-benzo[d]imidazol-5-yl)indolizin-3-yl)(3,4,5-trifluorophenyl)methanone BrC(CC=1C=C(N2C=CC=C(C12)C1=C(C2=C(N(C(=N2)C)C)C=C1C(F)(F)F)O)C(=O)C1=CC(=C(C(=C1)F)F)F)C